FC1=C(C=C(C=C1)F)C(\C(=C/N(C)C)\C)=O (Z)-1-(2,5-Difluorophenyl)-3-(dimethyl-amino)-2-methylprop-2-en-1-one